BrC1=CC=C2C(=N1)N=C(O2)C2CCC(NC2)=O 5-(5-Bromooxazolo[4,5-b]pyridin-2-yl)piperidin-2-one